N-(4-cyano-3-fluorophenyl)-2-(4-((1-(2-(2,6-dioxopiperidin-3-yl)-1,3-Dioxoisoindoline-5-yl)azetidin-3-yl)ethynyl)-1H-pyrazol-1-yl)-2-methylpropionamide C(#N)C1=C(C=C(C=C1)NC(C(C)(C)N1N=CC(=C1)C#CC1CN(C1)C=1C=C2C(N(C(C2=CC1)=O)C1C(NC(CC1)=O)=O)=O)=O)F